(E)-3-(dimethylamino)-1-(3-fluorophenyl)prop-2-en-1-one CN(/C=C/C(=O)C1=CC(=CC=C1)F)C